2-(3-chloro-5-fluoropyridin-2-yl)-2-methylpropanenitrile ClC=1C(=NC=C(C1)F)C(C#N)(C)C